1-(2,4-dichlorophenyl)-5-(1,1-dimethyl-ethyl)pyrazole ClC1=C(C=CC(=C1)Cl)N1N=CC=C1C(C)(C)C